The molecule is an aldehydo-N-acyl-D-mannosamine 6-phosphate that has acetyl as the acyl group. It derives from an aldehydo-D-mannosamine. It is a conjugate acid of a N-acetyl-D-mannosamine 6-phosphate(2-). CC(=O)N[C@H](C=O)[C@H]([C@@H]([C@@H](COP(=O)(O)O)O)O)O